C1(CC1)C1C(N(CC1)C([C@H](C(C)(C)C)NC(=O)OC)=O)C(=O)[O-] 3-cyclopropyl-1-((S)-2-((methoxycarbonyl)amino)-3,3-dimethylbutanoyl)pyrrolidine-2-carboxylate